3-[(4-methoxyphenyl)diphenylmethoxy]oxolane-2-carbaldehyde COC1=CC=C(C=C1)C(OC1C(OCC1)C=O)(C1=CC=CC=C1)C1=CC=CC=C1